(R)-2-(3-(3,3-difluoro-1-((4-methyl-4H-1,2,4-triazol-3-yl)-methyl)cyclobutyl)phenyl)-6-(1-((1-methylcyclobutyl)amino)ethyl)-4-(trifluoromethyl)-isoindolin-1-one FC1(CC(C1)(CC1=NN=CN1C)C=1C=C(C=CC1)N1C(C2=CC(=CC(=C2C1)C(F)(F)F)[C@@H](C)NC1(CCC1)C)=O)F